C(C)(C)(C)OC(=O)N1[C@H](C[C@H](CC1)C1=CC=C(C=C1)F)C(=O)O (2R,4S)-1-(tert-butoxycarbonyl)-4-(4-fluorophenyl)piperidine-2-carboxylic acid